4-methylaniline CC1=CC=C(N)C=C1